ClC=1C(=CC2=C([C@@H]([C@](O2)(C2=CC=CC=C2)CNC2CCC2)O)C1C1=C(C(=O)N)C=CC(=C1F)OCCO)F ((2S,3S,4S)-5-chloro-2-((cyclobutylamino)methyl)-6-fluoro-3-hydroxy-2-phenyl-2,3-dihydrobenzofuran-4-yl)-3-fluoro-4-(2-hydroxyethoxy)benzamide